t-Butyl Methyl Glutarate C(CCCC(=O)OC)(=O)OC(C)(C)C